N-((S)-7-(7,7-difluoro-2-((2S,3R)-3-hydroxy-2-methylazetidin-1-yl)-6,7-dihydro-5H-cyclopenta[d]pyrimidin-4-yl)chroman-4-yl)methanesulfonamide FC1(CCC2=C1N=C(N=C2C2=CC=C1[C@H](CCOC1=C2)NS(=O)(=O)C)N2[C@H]([C@@H](C2)O)C)F